CC1(C=CN=C1)C 4,4-dimethylpyrrole